methyl 4-(4-ethyl-5-fluoropyridin-3-yl)-2-(fluoromethyl)-5-oxo-1,4,5,7-tetrahydrofuro[3,4-b]pyridine-3-carboxylate C(C)C1=C(C=NC=C1F)C1C2=C(NC(=C1C(=O)OC)CF)COC2=O